CN(C)CC1=C(C=CC(=N1)NC=1C=CC(=C2CNC(C12)=O)C1=CN=C2N1C=CC(=C2)F)[C@H]2COCC2 (S)-7-((6-((dimethylamino)-methyl)-5-(tetrahydrofuran-3-yl)pyridin-2-yl)amino)-4-(7-fluoroimidazo[1,2-a]pyridin-3-yl)isoindolin-1-one